BrC1=CC2=C(N(C(C(N2)=O)=O)C2CCN(CC2)C(=O)OC(C)(C)C)N=C1C#N Tert-Butyl 4-(7-bromo-6-cyano-2,3-dioxo-2,3-dihydropyrido[2,3-b]pyrazin-4(1H)-yl)piperidine-1-Carboxylate